1-(3-fluorobenzofuran-5-yl)-N-(2-methoxyethyl)propan-2-amine FC1=COC2=C1C=C(C=C2)CC(C)NCCOC